ClC1=CC=C(C=C1)C1=NC(=NC2=CC=CC=C12)C1=CC=CC=C1 (4-chlorophenyl)-2-phenylquinazoline